(S)-N-(4-bromo-2-fluoro-6-(isopropylamino)phenyl)-2,2-difluorocyclopropane-1-carboxamide BrC1=CC(=C(C(=C1)NC(C)C)NC(=O)[C@H]1C(C1)(F)F)F